ClC1=CC=C(C=C1)[C@H](C(F)(F)F)N(S(=O)(=O)C=1N=NC(=CC1)OC)C (R)-N-(1-(4-chlorophenyl)-2,2,2-trifluoroethyl)-6-methoxy-N-methylpyridazine-3-sulfonamide